NC1=NC=C(C2=C1C=NN2)NC(C(=O)N2[C@H](CC[C@@H](C2)C)C2=C(C(=C(C(=C2[2H])[2H])[2H])[2H])[2H])=O N-(4-amino-1H-pyrazolo[4,3-c]pyridin-7-yl)-2-((2R,5S)-5-methyl-2-(phenyl-d5)piperidin-1-yl)-2-oxoacetamide